C(C(C)C)C=1C(=NC=C(C1)C=1C=CC=C2C=CC=NC12)N isobutyl-5-(quinolin-8-yl)pyridin-2-amine